COC=1C(=NN2C1CN(CCC2)C(=O)OC(C)(C)C)C(=O)OCC 5-tert-butyl 2-ethyl 3-methoxy-7,8-dihydro-4H-pyrazolo[1,5-a][1,4]diazepine-2,5(6H)-dicarboxylate